silver-selenium gold [Au].[Se].[Ag]